C(C)(=O)C1=CC(=C(N1)C1=CC=C(C=C1)C)C1=CC=C(C#N)C=C1 4-(5-acetyl-2-(p-tolyl)-1H-pyrrol-3-yl)benzonitrile